C(\C=C\C(=O)O)(=O)O.NC[C@H]1CN(CCC1)C1=C(C=CC(=C1C(F)(F)F)OC1=CC=CC=C1)NC(=O)C=1N=C(SC1)C1=CN=NC=C1 N-{2-[(3S)-3-(aminomethyl)piperidin-1-yl]-4-phenoxy-3-(trifluoromethyl)phenyl}-2-(pyridazin-4-yl)-1,3-thiazole-4-carboxamide mono[(2E)-2-butenedioic acid] salt